OC1=C(C(N(C=C1)C)=O)NC(N[C@@H](CC(=O)OCC)C=1C=C(C=CC1OC)C1=C(C=CC=C1C)C)=O Ethyl (S)-3-(3-(4-Hydroxy-1-methyl-2-oxo-1,2-dihydropyridin-3-yl)ureido)-3-(4-methoxy-2',6'-dimethylbiphenyl-3-yl)propanoat